FC[C@H](CN(CC[C@@H](C(=O)O)NC(C(C)N1C(C=CC=C1)=O)=O)CCCCC1=NC=2NCCCC2C=C1)OC (2S)-4-(((S)-3-fluoro-2-methoxypropyl)(4-(5,6,7,8-tetrahydro-1,8-naphthyridin-2-yl)butyl)amino)-2-(2-(2-oxopyridin-1(2H)-yl)propanamido)butanoic acid